N1C(=CC2=CC=CC=C12)[C@H](N1CC2=CC=C(C=C2C1=O)C1=CC=C(C=C1)NC(OC(C)(C)C)=O)C1=C(C=CC=C1)OC tert-butyl (R)-(4-(2-((1H-indole-2-yl) (2-methoxyphenyl)methyl)-3-oxoisoindole-5-yl)phenyl)carbamate